2-Methyl-6-(4-(Pyridin-3-yl)phenyl)-1H-benzo[d]Imidazol CC1=NC2=C(N1)C=C(C=C2)C2=CC=C(C=C2)C=2C=NC=CC2